2-(4-(4-(2,4-Dioxotetrahydropyrimidin-1(2H)-yl)-1H-indol-1-yl)piperidin-1-yl)acetic acid trifluoroacetate FC(C(=O)O)(F)F.O=C1N(CCC(N1)=O)C1=C2C=CN(C2=CC=C1)C1CCN(CC1)CC(=O)O